BrC=1C=C2C=C(C(=NC2=CC1)OC)C(C(CCN(C)C)(O)C1=CC(=NC(=C1)OC)OC)C=1SC(=CC1)C 1-(6-bromo-2-methoxyquinolin-3-yl)-2-(2,6-dimethoxypyridin-4-yl)-4-(dimethylamino)-1-(5-methylthiophene-2-yl)butan-2-ol